C(C1=CC=CC=C1)N1C(CNCC1)C(C)(C)O 2-(1-benzylpiperazin-2-yl)propan-2-ol